3-(4-(3-(((1r,4r)-4-(5-amino-6-isopropoxy-1-oxoisoindolin-2-yl)cyclohexyl)(methyl)amino)azetidin-1-yl)-2-fluorophenyl)piperidine-2,6-dione NC=1C=C2CN(C(C2=CC1OC(C)C)=O)C1CCC(CC1)N(C1CN(C1)C1=CC(=C(C=C1)C1C(NC(CC1)=O)=O)F)C